tert-butyl 5-(7-carbamoyl-3-chloro-5-fluoro-2-methyl-1H-indol-4-yl)-3,6-dihydropyridine-1(2H)-carboxylate C(N)(=O)C=1C=C(C(=C2C(=C(NC12)C)Cl)C1=CCCN(C1)C(=O)OC(C)(C)C)F